(S)-5-((7-(((5-(but-2-ynamido))-2-Fluorobenzyl)(tert-butoxycarbonyl)amino)-3-ethylpyrazolo[1,5-a]pyrimidin-5-yl)amino)-2,2-dimethylpiperidine C(C#CC)(=O)NC=1C=CC(=C(CN(C2=CC(=NC=3N2N=CC3CC)N[C@H]3CCC(NC3)(C)C)C(=O)OC(C)(C)C)C1)F